(E)-4-(2-(dimethylamino)vinyl)-2-(methylthio)pyrimidine-5-carboxylic acid ethyl ester C(C)OC(=O)C=1C(=NC(=NC1)SC)\C=C\N(C)C